C(C)(CC)NC(N(CCN1C2CC(CC1CC2)C2=CC(=CC=C2)O)CC2CCCCC2)=O 3-sec-butyl-1-cyclohexylmethyl-1-{2-[3-endo-(3-hydroxyphenyl)-8-azabicyclo[3.2.1]Oct-8-yl]Ethyl}-Urea